FC=1C=C2C(=NC1)[C@H]1CC[C@@H](C2)N1C1=CC=C(C=C1)OC (6S,9R)-3-fluoro-10-(4-methoxyphenyl)-6,7,8,9-tetrahydro-5H-6,9-epiminocyclohepta[b]pyridine